NCC1=C(C=C(C=C1OC)C=1C(=C(C=CC1)C1=C(C(=CC=C1)NC(C1=NC(=CC=C1)C)=O)C)C)F N-(4''-(aminomethyl)-3''-fluoro-5''-methoxy-2,2'-dimethyl-[1,1':3',1''-terphenyl]-3-yl)-6-methylpicolinamide